(S)-N-((S)-1-cyano-2-(4-(cyclopentylethynyl)-2-fluorophenyl)ethyl)-1,4-oxazepane-2-carboxamide C(#N)[C@H](CC1=C(C=C(C=C1)C#CC1CCCC1)F)NC(=O)[C@H]1OCCCNC1